2-(4-pyridyl)-1H-pyrimidine-4,6-dione N1=CC=C(C=C1)C=1NC(CC(N1)=O)=O